(2-oxopropoxy)benzofuran-2-carboxylic acid O=C(COC1=C(OC2=C1C=CC=C2)C(=O)O)C